[Br-].N1(N=NC2=C1C=CC=C2)O[P+](N(C)C)(N(C)C)N(C)C 1H-benzotriazol-1-yloxytris(dimethylamino)phosphonium bromide